2-(3,4-dichlorophenyl)-1-ethyl-5-(3-furyl)-6-methyl-4-oxo-pyridine-3-carboxylic acid ClC=1C=C(C=CC1Cl)C=1N(C(=C(C(C1C(=O)O)=O)C1=COC=C1)C)CC